carbazol-1-carbonitrile C1(=CC=CC=2C3=CC=CC=C3NC12)C#N